tetrahydropyrene C1CC2C=CC3=CC=CC4=C3C2=C(C1)C=C4